4-Hydroxy(N-methyl)aniline hemisulphate S(=O)(=O)(O)O.OC1=CC=C(NC)C=C1.OC1=CC=C(NC)C=C1